Cl[Na].N12C[C@H](C(CC1)CC2)OC=2C=C(C(=O)O)C=C(C2)C=2SC(=CN2)CC 3-[(3S)-1-azabicyclo[2.2.2]oct-3-yloxy]-5-(5-ethyl-1,3-thiazol-2-yl)benzoic acid-chlorosodium salt